FC=1C=C(C=C(C1)F)C1=NC(=NC=C1)N1CCC(CC1)C(=O)NC1(CCN2CCC1CC2)C 1-(4-(3,5-difluorophenyl)pyrimidin-2-yl)-N-(4-methyl-1-azabicyclo[3.2.2]non-4-yl)piperidine-4-carboxamide